6-Amino-3-bromo-2-methoxyphenol NC1=CC=C(C(=C1O)OC)Br